C(CCCC)C1=CC=C(C=C1)OC(OC1=CC=C(C=C1)CCCCC)=O di(4-n-pentylphenyl)-carbonate